3-((2-amino-5-(1-methyl-1H-pyrazol-4-yl)pyridin-3-yl)ethynyl)-N-(2-fluoro-4-chlorobenzyl)-4-Methylbenzamide NC1=NC=C(C=C1C#CC=1C=C(C(=O)NCC2=C(C=C(C=C2)Cl)F)C=CC1C)C=1C=NN(C1)C